3-cyclopropyl-1-((3,3-difluorocyclobutyl)methyl)-N-(2-(S-methylsulfonimidoyl)pyridin-4-yl)-4-(trifluoromethyl)-1H-pyrazole-5-carboxamide C1(CC1)C1=NN(C(=C1C(F)(F)F)C(=O)NC1=CC(=NC=C1)S(=O)(=N)C)CC1CC(C1)(F)F